1-(3,3-Difluoroazetidin-1-yl)-2-[6-[3-(trifluoromethyl)phenyl]pyrazolo[4,3-b]pyridin-1-yl]ethanone trifluoroacetate Salt FC(C(=O)O)(F)F.FC1(CN(C1)C(CN1N=CC2=NC=C(C=C21)C2=CC(=CC=C2)C(F)(F)F)=O)F